3-Penten CCC=CC